N-(4-(4-amino-1-tert-butyl-1H-pyrazolo[3,4-d]pyrimidin-3-yl)phenyl)cyclopentanecarboxamide NC1=C2C(=NC=N1)N(N=C2C2=CC=C(C=C2)NC(=O)C2CCCC2)C(C)(C)C